4-[1-(2,6-dioxo-3-piperidinyl)-3-methyl-2-oxo-benzoimidazol-4-yl]piperidine-1-carboxylic acid tert-butyl ester C(C)(C)(C)OC(=O)N1CCC(CC1)C1=CC=CC=2N(C(N(C21)C)=O)C2C(NC(CC2)=O)=O